difluorodiiodomethane FC(I)(I)F